C1(CC1)CN1N=C2C(=C1)CN(C2)C2=C(C(=O)N(C)C)C=CC=C2 (2-(cyclopropylmethyl)-2,6-dihydropyrrolo[3,4-c]pyrazol-5(4H)-yl)-N,N-dimethylbenzamide